1-benzotriazolyloxy-tris(1-pyrrolidinyl)phosphonium hexafluorophosphate F[P-](F)(F)(F)(F)F.N1(N=NC2=C1C=CC=C2)O[P+](N2CCCC2)(N2CCCC2)N2CCCC2